ClC1=CC=C(N=N1)N1CC[C@@H]2[C@H]1CNC2 (3aS,6aS)-1-(6-chloropyridazin-3-yl)-3,3a,4,5,6,6a-hexahydro-2H-pyrrolo[2,3-c]pyrrole